2-[3-(4-chloro-3-isopropyloxyphenyl)-1-methyl-1H-1,2,4-triazol-5-yl]-N-[(3-fluorophenyl)methyl]acetamide ClC1=C(C=C(C=C1)C1=NN(C(=N1)CC(=O)NCC1=CC(=CC=C1)F)C)OC(C)C